COC1=C(C=C2C=CC(=NC2=C1)C)C1=CC(=NO1)[C@H](CC=C)NC(OC(C)(C)C)=O tert-butyl (S)-(1-(5-(7-methoxy-2-methylquinolin-6-yl)isoxazol-3-yl)but-3-en-1-yl)carbamate